COC(C(C(=O)OC)CC(=O)C1=CC=C(C=C1)CF)=O {2-[4-(fluoromethyl)phenyl]-2-oxoethyl}malonic acid dimethyl ester